[Cl-].[Cl-].C1(=CC=CC=C1)[Hf+2] Phenyl-hafnium dichloride